[Na].C1(=CC=CC2=CC=CC=C12)S(=O)(=O)OCOS(=O)(=O)C1=CC=CC2=CC=CC=C12 methylene bisnaphthalenesulfonate sodium